FC1(C(CN(C1)C)N1C(=NC=2C=NC=3C=CC(=CC3C21)C#N)C2CC(CC2)F)F 1-(4,4-difluoro-1-methylpyrrolidin-3-yl)-2-(3-fluorocyclopentyl)-1H-imidazo[4,5-C]quinoline-8-carbonitrile